1-(3-(3H-pyrrol-3-yl)propionamido)-N-(3,4-dimethoxyphenyl)cyclopentane-1-carboxamide N1=CC(C=C1)CCC(=O)NC1(CCCC1)C(=O)NC1=CC(=C(C=C1)OC)OC